7-methoxy-5-(4-(S-methylsulfonyl)benzyl)-2,5-dihydro-1H-pyridazino[4,5-b]indol-1-one COC=1C=CC=2C3=C(N(C2C1)CC1=CC=C(C=C1)S(=O)(=O)C)C=NNC3=O